N-Boc-L-glutamine C(=O)(OC(C)(C)C)N[C@@H](CCC(N)=O)C(=O)O